CN1N=CC(=C1)C=1C=C(C=C(C1)C(F)(F)F)SC1=CN=C(S1)CNC(OC(C)(C)C)=O tert-Butyl ((5-((3-(1-methyl-1H-pyrazol-4-yl)-5-(trifluoromethyl)phenyl)thio)thiazol-2-yl)methyl)carbamate